FC(C1=C2C=CN(C2=CC(=C1OC=1C=CC(=C(C#N)C1)F)F)S(=O)(=O)C1=CC=C(C)C=C1)F 5-((4-(Difluoromethyl)-6-fluoro-1-tosyl-1H-indol-5-yl)oxy)-2-fluorobenzonitrile